3-(4-(3-bromophenyl)-1H-imidazol-1-yl)piperidine-2,6-dione BrC=1C=C(C=CC1)C=1N=CN(C1)C1C(NC(CC1)=O)=O